3-(4-(((1r,4r)-4-(methylamino)cyclohexyl)(pentyl)amino)-1-oxoisoindolin-2-yl)piperidine-2,6-dione, hydrochloride Cl.CNC1CCC(CC1)N(C1=C2CN(C(C2=CC=C1)=O)C1C(NC(CC1)=O)=O)CCCCC